ClC=1C=C(C(=NC1)N1C([C@H](N(C([C@H]1C)=O)CC1=CC=C(C=C1)C(F)(F)F)CO)=O)F (3R,6R)-1-(5-chloro-3-fluoropyridin-2-yl)-3-(hydroxymethyl)-6-methyl-4-(4-(trifluoromethyl)-benzyl)piperazine-2,5-dione